4-(7-(2-chloro-5-methoxyphenyl)imidazo[5,1-b]thiazol-5-yl)benzoic acid ClC1=C(C=C(C=C1)OC)C=1N=C(N2C1SC=C2)C2=CC=C(C(=O)O)C=C2